(7-fluoro-5-(isopentylamino)-9-(methoxymethoxy)-4-oxo-1,2-dihydro-4H-pyrrolo[3,2,1-ij]quinolin-8-yl)-1,2,5-thiadiazolin-3-one 1,1-dioxide FC1=C2C=C(C(N3C2=C(C(=C1N1S(N=CC1=O)(=O)=O)OCOC)CC3)=O)NCCC(C)C